(6-(2-chloro-5-fluoropyrimidin-4-yl)-8-fluoro-2-methylquinolin-4-yl)methanol ClC1=NC=C(C(=N1)C=1C=C2C(=CC(=NC2=C(C1)F)C)CO)F